methyl 4-[[1-(2-trimethylsilylethoxymethyl)imidazol-2-yl]sulfonimidoyl]benzoate C[Si](CCOCN1C(=NC=C1)S(=O)(=N)C1=CC=C(C(=O)OC)C=C1)(C)C